BrC1=CC(=C(C=O)C(=C1)OC)F 4-bromo-2-fluoro-6-methoxy-benzaldehyde